C1(=CC=CC=C1)C(N1C=NC(=C1)/C=C/C(=O)OC)(C1=CC=CC=C1)C1=CC=CC=C1 Methyl (2E)-3-[1-(triphenylmethyl)-1H-imidazol-4-yl]prop-2-enoate